FC([C@@H](O)C1=CC=CC=C1)F (1S)-2,2-difluoro-1-phenyl-ethanol